FC1=C(C=C(C=C1C)C1=C(C=CC=C1C)C)[C@H](CC(=O)O)NC([C@H](CC(C)C)N1N=C(C=C(C1=O)C)CCN1CC(C1)(C)F)=O (S)-3-(4-fluoro-2',5,6'-trimethyl-[1,1'-biphenyl]-3-yl)-3-((S)-2-(3-(2-(3-fluoro-3-methylazetidin-1-yl)ethyl)-5-methyl-6-oxopyridazin-1(6H)-yl)-4-methyl-valerylamino)propionic acid